5-(3,4-dimethoxyphenyl)-1H-pyrrolo[2,3-b]pyridin COC=1C=C(C=CC1OC)C=1C=C2C(=NC1)NC=C2